{4-fluorobicyclo[2.2.1]heptan-1-yl}methanol FC12CCC(CC1)(C2)CO